7-(4-(trifluoromethyl)phenyl)dibenzo[c,e]oxepine-5(7H)-thione FC(C1=CC=C(C=C1)C1C2=C(C3=C(C(O1)=S)C=CC=C3)C=CC=C2)(F)F